methyl 4-(4-(((1R,4r)-4-(3-((1R,3R,5S,7R)-3,5-dimethyladamantan-1-yl)ureido)cyclohexyl)oxy)phenoxy)butanoate C[C@]12CC3(CC(C[C@@](C1)(C3)C)C2)NC(NC2CCC(CC2)OC2=CC=C(OCCCC(=O)OC)C=C2)=O